C1(CC1)OC=1C=C(C(=O)O)C=CC1N(C(CN(S(=O)(=O)C1=C(C(=C(C(=C1F)F)F)F)F)CC1=C(C(=C(C(=C1F)F)F)F)F)=O)CC1=CC(=CC(=C1)C1CC1)C1CC1 3-cyclopropoxy-4-(N-(3,5-dicyclopropylbenzyl)-2-(N-((perfluorophenyl)methyl)-(2,3,4,5,6-pentafluoro-phenyl)sulfonamido)acetamido)benzoic acid